COC1=CC=C(C=C1)[C@H]1[C@@H](CNC1)C(=O)O trans-4-(4-methoxy-phenyl)-pyrrolidine-3-carboxylic acid